3'-[(3-fluoro-2-methoxyphenyl)amino]-2'-(pyrimidin-4-yl)-5',6'-dihydro-1'H-spiro[piperidine-4,7'-pyrrolo[3,2-c]pyridin]-4'-one FC=1C(=C(C=CC1)NC1=C(NC2=C1C(NCC21CCNCC1)=O)C1=NC=NC=C1)OC